BrC1=C(C2=CC=CC=C2C(=C1)C)C 2-bromo-1,4-dimethylnaphthalene